2,6-Heptanediol CC(CCCC(C)O)O